CN(CCN(C1=C(C=C(C(=C1)OC)NC1=NC=CC(=C1)C1=NN(C2=C1C=NC=C2)C)[N+](=O)[O-])C)C N1-(2-(dimethylamino)ethyl)-5-methoxy-N1-methyl-N4-(4-(1-methyl-1H-pyrazolo[4,3-c]-pyridin-3-yl)pyridin-2-yl)-2-nitrobenzene-1,4-diamine